C1(CCC1)CC(C(=O)N1C2CC(C(C1C(=O)NC(C=C(C(=O)OCC)F)CC1C(NCC1)=O)CC2)(F)F)NC(C(F)(F)F)=O ethyl 4-(2-(3-cyclobutyl-2-(2,2,2-trifluoroacetamido)propanoyl)-5,5-difluoro-2-azabicyclo[2.2.2]octane-3-carboxamido)-2-fluoro-5-(2-oxopyrrolidin-3-yl)pent-2-enoate